O=C1NC(CCC1N1C(C2=CC=CC(=C2C1=O)SCCCCC(=O)O)=O)=O 5-((2-(2,6-dioxopiperidine-3-yl)-1,3-dioxoisoindoline-4-yl)thio)pentanoic acid